ClC=1C=C(C=CC1F)[C@@H]1N(OCC1)C1=CC(=NC=N1)NC=1C(=CC(=C(C1)NC(C=C)=O)N1CCC(CC1)N1[C@H](CN([C@H](C1)C)C1CC1)C)OC N-(5-((6-((R)-3-(3-chloro-4-fluorophenyl)isoxazolidine-2-yl)pyrimidine-4-yl)amino)-2-(4-((2S,5S)-4-cyclopropyl-2,5-dimethylpiperazine-1-yl)piperidine-1-yl)-4-methoxyphenyl)acrylamide